C1=C(C=CC2=CC=CC=C12)C(=O)N[C@@H](C(=O)N1[C@@H](C[C@H](C1)N1CCCCC1)C(=O)NC(CCCCNC(OCC1=CC=CC=C1)=O)C(C(=O)N)O)CC1CCCCC1 benzyl (5-((2S,4R)-1-((R)-2-(2-naphthamido)-3-cyclohexylpropanoyl)-4-(piperidin-1-yl)pyrrolidine-2-carboxamido)-7-amino-6-hydroxy-7-oxoheptyl)carbamate